OC1(CCCCC1)CNC(=O)C=1OC2=CC=CC=C2C(C1)=O N-[(1-hydroxycyclohexyl)methyl]-4-oxo-chromene-2-carboxamide